ClC=1C=C(C=CC1Cl)C(C1=NN=C(O1)C1CN(CC12CNC2)C(=O)C2=NC=CN=C2)(F)F (8-(5-((3,4-dichlorophenyl)difluoromethyl)-1,3,4-oxadiazol-2-yl)-2,6-diazaspiro[3.4]octan-6-yl)(pyrazin-2-yl)methanone